COC=1C2=C(N=C(N1)NC=1C=NC(=CC1)CN1CCN(CC1)C)NC=C2C2=CC=C(C=C2)S(=O)(=O)N(C)C 4-(4-methoxy-2-((6-((4-methyl-piperazin-1-yl)methyl)pyridin-3-yl)amino)-7H-pyrrolo[2,3-d]pyrimidin-5-yl)-N,N-dimethylbenzenesulfonamide